C(C1=CC=CC=C1)OC1(C2=NN=C(C=3C(=CC(=C(N4CCCC4CC=CCC1)N3)C3=CCCCC3)[N+](=O)[O-])O2)C(F)(F)F 6-(benzyloxy)-18-(cyclohex-1-en-1-yl)-20-nitro-6-(trifluoromethyl)-22-oxa-3,4,16,21-tetraazatetracyclo[15.3.1.12,5.012,16]docosa-1(21),2,4,9,17,19-hexaene